(3S,10S)-7-((2S,5R)-4-acryloyl-2,5-dimethylpiperazin-1-yl)-10-(2,4-difluorophenyl)-3-(methoxymethyl)-9-(trifluoromethyl)-2,3-dihydro-5H-[1,4]thiazino[2,3,4-ij]quinazolin-5-one C(C=C)(=O)N1C[C@@H](N(C[C@H]1C)C1=NC(N2C3=C(C(=C(C=C13)C(F)(F)F)C1=C(C=C(C=C1)F)F)SC[C@@H]2COC)=O)C